ClC1=CC(=C(CNC(C(=O)NC2=CNC3=C2C=NC=C3)=O)C=C1)C(F)(F)F N1-(4-chloro-2-(trifluoromethyl)-benzyl)-N2-(1H-pyrrolo[3,2-c]pyridin-3-yl)oxalamide